ClC=1C=C2C(=NC(=NC2=C(C1C1=C2C=NNC2=CC=C1C)OC1CC1)OC[C@H]1N(CCC1)C)N1CCN(CC1)C(=O)OC(C)(C)C tert-butyl 4-(6-chloro-8-cyclopropoxy-7-(5-methyl-1H-indazol-4-yl)-2-(((S)-1-methylpyrrolidin-2-yl)methoxy)quinazolin-4-yl)piperazin-1-carboxylate